FC(C(=O)O)(F)F.FC(C(=O)O)(F)F.CN(CCOC1CCNCC1)C N,N-dimethyl-2-(piperidin-4-yloxy)ethan-1-amine ditrifluoroacetate salt